C(OCCCCCBr)([O-])=O (Z)-5-bromopentyl carbonate